FC1=C(C(=O)NC2CCOCC2)C=CC(=C1)C1=CC=CN2C1=NC(=C(C2=O)C)C(F)(F)F 2-fluoro-4-(3-methyl-4-oxo-2-(trifluoromethyl)-4H-pyrido[1,2-a]pyrimidin-9-yl)-N-(tetrahydro-2H-pyran-4-yl)benzamide